6-(1-(3-aminophenyl)-3-nitro-1H-pyrazol-4-yl)-3,4-dihydroisoquinolin-1(2H)-one TFA salt OC(=O)C(F)(F)F.NC=1C=C(C=CC1)N1N=C(C(=C1)C=1C=C2CCNC(C2=CC1)=O)[N+](=O)[O-]